2-((2-cyclopropyl-6-(4-cyclopropylpiperazin-1-yl)-1-oxo-1,2-dihydroisoquinolin-4-yl)(methyl)amino)-4-(4-fluorophenyl)thiazole-5-carbonitrile C1(CC1)N1C(C2=CC=C(C=C2C(=C1)N(C=1SC(=C(N1)C1=CC=C(C=C1)F)C#N)C)N1CCN(CC1)C1CC1)=O